FC=1C=C(C=C(C1N[C@@H](CSC1=CC=C(C=C1)F)CCN1CC(C1)F)F)S(=O)(=O)NC(=O)[C@]1(OCCCC1)C (S)-N-((3,5-DIFLUORO-4-(((R)-4-(3-FLUOROAZETIDIN-1-YL)-1-((4-FLUOROPHENYL)THIO)BUTAN-2-YL)AMINO)PHENYL)SULFONYL)-2-METHYLTETRAHYDRO-2H-PYRAN-2-CARBOXAMIDE